C(C=C)(=O)NC(CS(=O)(=O)O)CCCCCCCCCCCC 2-acrylamidotetradecyl-sulfonic Acid